COC1=C2CC3(CCNCC3)C(C2=CC=C1)N 4-methoxy-1,3-dihydrospiro[indene-2,4'-piperidin]-1-amine